CN1C(NC=2C1=CC=1CN(CC1C2)C(=O)OCC2=CC=CC=C2)=O benzyl 1-methyl-2-oxo-2,3,5,7-tetrahydroimidazo[4,5-f]isoindole-6(1H)-carboxylate